tert-butyl 3-(4-chlorothieno[2,3-b]pyridin-2-yl)-2-methylazepan-1-carboxylate ClC1=C2C(=NC=C1)SC(=C2)C2C(N(CCCC2)C(=O)OC(C)(C)C)C